ClC=1C=C(C#N)C=C(C1)CCN1CC(NCC1)COC1=CC=C(C=C1)S(=O)(=NC)C 3-chloro-5-{2-[3-({4-[methyl(methylimino)oxo-lambda6-sulfanyl]phenoxy}methyl)piperazin-1-yl]ethyl}benzonitrile